[N+](=[N-])=C1C(C=C(C2=CC(=CC=C12)Br)S(=O)(=O)[O-])O 4-diazo-3-hydroxy-7-bromo-1-naphthylsulfonate